2-((R)-9-(pyridin-2-yl)-6-oxaspiro[4.5]decan-9-yl)ethanamine N1=C(C=CC=C1)[C@@]1(CCOC2(CCCC2)C1)CCN